8H-[1,4]diazepino[5',6':4,5]thieno[3,2-f]quinolin-8-one C1=CC=NC=2C=CC3=C(C12)C1=C(S3)C(N=CC=N1)=O